4-(3-fluoro-4-(1H-indol-3-yl)thiophen-2-yl)-4-oxobutanoic acid FC1=C(SC=C1C1=CNC2=CC=CC=C12)C(CCC(=O)O)=O